NC=1C=2N(C3=CC(=C(C=C3N1)F)C(=O)N1C(C3CCC(C1)C3)C3=NC=C(C=C3)C(F)(F)F)C=NC2 (4-amino-7-fluoroimidazo[1,5-a]quinoxalin-8-yl)(2-(5-(trifluoromethyl)pyridin-2-yl)-3-azabicyclo[3.2.1]octan-3-yl)methanone